C(C=C)(=O)O.C(C=C)(=O)O.C(C=C)(=O)O.C(O)C(C1CO1)(CO)CO epoxytrimethylolpropane triacrylate